IC1=CC(=C(C=C1C[N+]#[C-])O[Si](C)(C)C(C)(C)C)O[Si](C)(C)C(C)(C)C ((4-iodo-5-(isocyanomethyl)-1,2-phenylene)bis(oxy))bis(tert-butyldimethylsilane)